4-chloro-7-(2-chloroethoxy)-6-nitroquinazoline ClC1=NC=NC2=CC(=C(C=C12)[N+](=O)[O-])OCCCl